C(C)(C)(C)OCCP(O)(=O)CC t-butoxyethyl-ethylphosphinic acid